C(C)(C)(C)OC(=O)N1[C@@H]([C@H](C1)O)C1=CC=C(C=C1)C(=O)OC.C(C)S(=O)(=O)C=1C(=NC=C(C1)C1=CC=C(C=C1)F)C1=COC2=CC(=CC=C2C1=O)C(F)(F)F 3-[3-ethylsulfonyl-5-(4-fluorophenyl)-2-pyridinyl]-7-(trifluoromethyl)chromen-4-one tert-butyl-(2R,3S)-3-hydroxy-2-(4-(methoxycarbonyl)phenyl)azetidine-1-carboxylate